N-(4-[(3Z)-3-(hydroxyimino)-2,3-dihydro-1H-inden-5-yl]phenyl)methane-sulfonamide O\N=C/1\CCC2=CC=C(C=C12)C1=CC=C(C=C1)NS(=O)(=O)C